CC1=CC=C2C(C(NCC2=C1)=O)NC(=O)C=1C(NC(=CC1)C(F)(F)F)=O N-(7-methyl-3-oxo-1,2,3,4-tetrahydroisoquinolin-4-yl)-2-oxo-6-(trifluoromethyl)-1,2-dihydropyridine-3-carboxamide